methyl (E)-4-[methyl-[3-[4-[3-[[4-[(2,2,2-trifluoroacetyl) amino]phenyl]sulfonylamino]propyl]piperazin-1-yl]propyl]amino]but-2-enoate CN(C/C=C/C(=O)OC)CCCN1CCN(CC1)CCCNS(=O)(=O)C1=CC=C(C=C1)NC(C(F)(F)F)=O